FC1=CC=C(C=C1)C(C(=O)N[C@@H]([C@H](O)C)C(=O)N[C@H](CCC(=O)O)C(=O)O)(C)C (2-(4-fluorophenyl)-2-methylpropanoyl)-L-threonyl-D-glutamic acid